NC1=NN(C2=C(C=C(C(=C12)OC1=C(C=CC(=C1)F)Cl)NC(C1=CC(=CC(=C1)C(F)(F)F)F)=O)C(=O)NCC)C 3-Amino-4-(2-chloro-5-fluorophenoxy)-N-ethyl-5-(3-fluoro-5-(trifluoromethyl)benzamido)-1-methyl-1H-indazole-7-carboxamide